2-(2-hydroxyethan-1-oxy)ethan-1-ylamine OCCOCCN